[Br-].C(CCC)N1C=[N+](C=C1)CCCC 1,3-dibutyl-1H-imidazol-3-ium bromide